ClC=1C(=C(C=CC1)NC1=NC=NC2=CC(=C(C=C12)NC(C(=C)CO)=O)C#C[C@@]1(CN(CC1)C)C)F (R)-N-(4-((3-chloro-2-fluorophenyl)amino)-7-((1,3-dimethylpyrrolidin-3-yl)ethynyl)quinazolin-6-yl)-2-(hydroxymethyl)acrylamide